7-Chloro-5-[2-methyl-5-(trifluoromethyl)imidazo[4,5-b]pyridin-3-yl]indolin ClC=1C=C(C=C2CCNC12)N1C(=NC=2C1=NC(=CC2)C(F)(F)F)C